CN(C(CC(C(CCl)Cl)(C)C)=O)C N,N-dimethyl-4,5-dichloro-3,3-dimethylvaleramide